3-[(3-chloro-2-methoxyphenyl)amino]-7-[(2S)-1,4-dioxan-2-ylmethyl]-2-(2-methylpyrimidin-4-yl)-1H,5H,6H,7H-pyrrolo[3,2-c]pyridin-4-one ClC=1C(=C(C=CC1)NC1=C(NC2=C1C(NCC2C[C@@H]2OCCOC2)=O)C2=NC(=NC=C2)C)OC